dimethoxy-1,3,5-triazine COC1=NC(=NC=N1)OC